C(#N)C(C)(C)C1=CC=2N(C=C1)C(=CN2)C2=CC(=C(C(=O)NC(C)C)C(=C2)OC)OC(F)F 4-[7-(1-Cyano-1-methyl-ethyl)imidazo[1,2-a]pyridin-3-yl]-2-(difluoromethoxy)-N-isopropyl-6-methoxy-benzamide